C1(CC1)[C@@H](C)N1C(C=2C(=NC(=CC2C1)C1=C(N=C(S1)NC(C)=O)C)N1CCOCC1)=O (R)-N-(5-(2-(1-cyclopropylethyl)-4-morpholinyl-3-oxo-2,3-dihydro-1H-pyrrolo[3,4-c]pyridin-6-yl)-4-methylthiazol-2-yl)acetamide